C(C)(=O)N[C@H](C(=O)N1[C@@H](C[C@H](C1)O)C(=O)NCC1=C(OC2CCC(CC2)C(=O)O)C=C(C=C1)C1=C(N=CS1)C)C(C)(C)C (1S,4R)-4-(2-(((2S,4R)-1-((S)-2-acetamido-3,3-dimethylbutanoyl)-4-hydroxypyrrolidine-2-carboxamido)methyl)-5-(4-methylthiazol-5-yl)phenoxy)cyclohexane-1-carboxylic acid